(1R,3R,4R,7S)-1-[[bis(4-methoxyphenyl)-phenylmethoxy]methyl]-7-hydroxy-N-methyl-3-(5-methyl-2,4-dioxo-pyrimidin-1-yl)-2-oxa-5-azabicyclo[2.2.1]heptane-5-carboxamide COC1=CC=C(C=C1)C(OC[C@]12O[C@H]([C@H](N(C1)C(=O)NC)[C@@H]2O)N2C(NC(C(=C2)C)=O)=O)(C2=CC=CC=C2)C2=CC=C(C=C2)OC